COC=1C(=CC2=C(N=C(N=C2N)C)N1)N1CCOCC1 7-methoxy-2-methyl-6-morpholinopyrido[2,3-d]pyrimidin-4-amine